5-(4-((7-ethyl-6-oxo-5,6-dihydro-1,5-naphthyridin-3-yl)methyl)piperazin-1-yl)-5-oxopentanenitrile C(C)C=1C(NC=2C=C(C=NC2C1)CN1CCN(CC1)C(CCCC#N)=O)=O